CN(CC(=O)N1CCC(CC1)C=1C=C2C(=C(NC2=CC1)C1=C2C(=NC=C1)N(C=C2)S(=O)(=O)C)C(C)C)C 2-(dimethylamino)-1-(4-(3-isopropyl-2-(1-(methylsulfonyl)-1H-pyrrolo[2,3-b]pyridin-4-yl)-1H-indol-5-yl)piperidin-1-yl)ethanone